ethyl 1-benzyl-5-(3-methoxy-3-oxopropanamido)-1,2,3,6-tetrahydropyridine-4-carboxylate C(C1=CC=CC=C1)N1CCC(=C(C1)NC(CC(=O)OC)=O)C(=O)OCC